C1(CCCC1)CC(=O)NC(C(=O)O)CCN(CCCCC1=NC=2NCCCC2C=C1)CCOC1=CC=CC=C1 2-[(2-cyclopentylacetyl)amino]-4-[2-phenoxyethyl-[4-(5,6,7,8-tetrahydro-1,8-naphthyridin-2-yl)butyl]amino]butanoic acid